2-(((S)-3-fluoropyrrolidin-1-yl)methyl)-6-(3-((1s,3R)-3-methyl-1-(4-methyl-4H-1,2,4-triazol-3-yl)cyclobutyl)phenyl)-4-(trifluoromethyl)-1,6-dihydro-7H-pyrrolo[2,3-c]pyridin-7-one F[C@@H]1CN(CC1)CC1=CC2=C(C(N(C=C2C(F)(F)F)C2=CC(=CC=C2)C2(CC(C2)C)C2=NN=CN2C)=O)N1